C(C)SC1=C(N=C(S1)C1=NC=CC=N1)C=1N(C(=CN1)C1=CC=C(C=C1)OC(F)(F)F)C 5-(ethylthio)-4-(1-methyl-5-(4-(trifluoromethoxy)phenyl)-1H-imidazol-2-yl)-2-(pyrimidin-2-yl)thiazole